tetrabutylammonium perfluorobutanesulfonate salt FC(C(C(C(F)(F)F)(F)F)(F)F)(S(=O)(=O)[O-])F.C(CCC)[N+](CCCC)(CCCC)CCCC